3-ethyl-6,7-dihydro-4H-benzothiophen-5-one oxime C(C)C1=CSC2=C1CC(CC2)=NO